BrC=1C=C(OP(=O)(OC2=CC=C(C=C2)[N+](=O)[O-])N[C@@H](C)C(=O)OC)C=CC1 Methyl ((3-bromophenoxy) (4-nitrophenoxy) phosphoryl)-L-alaninate